4-methyl-tetrazine CN1NN=NC=C1